BrC1=C2CCN([C@@H](C2=C(C=C1)OCC1=NOC(=N1)C)CN1C(C2=CC=CC=C2C1)=O)C(=O)[C@H]1[C@H](CCCC1)C(=O)O (1S,2r)-2-((S)-5-bromo-8-((5-methyl-1,2,4-oxadiazol-3-yl)methoxy)-1-((1-oxoisoindolin-2-yl)methyl)-1,2,3,4-tetrahydroisoquinoline-2-carbonyl)cyclohexane-1-carboxylic acid